C1(=CC=CC=C1)CCCOC(\C=C\C1=CC(=C(C=C1)OC)O)=O (E)-3-Phenylpropyl-3-(3-hydroxy-4-methoxyphenyl)acrylat